tert-butyl (2S)-4-(7-(8-chloro-7-fluoronaphthalen-1-yl)-2-(methylsulfinyl)-5,6,7,8-tetrahydropyrido[3,4-d]pyrimidin-4-yl)-2-(cyanomethyl)piperazine-1-carboxylate ClC=1C(=CC=C2C=CC=C(C12)N1CC=2N=C(N=C(C2CC1)N1C[C@@H](N(CC1)C(=O)OC(C)(C)C)CC#N)S(=O)C)F